1,3'-dicarboxy-4,4'-bis(4-amino-2-trifluoromethylphenoxy)biphenyl C(=O)(O)C1(CC=C(C=C1)OC1=C(C=C(C=C1)N)C(F)(F)F)C1=CC(=C(C=C1)OC1=C(C=C(C=C1)N)C(F)(F)F)C(=O)O